Dimethyl-imidazolium diethylphosphat C(C)OP(=O)(OCC)[O-].C[N+]1=C(NC=C1)C